C(CCCCCCCCCCCCCCC)(=O)[O-].C(CCCCCCCCCCCCCCC)[NH-] N-palmityl-amide palmitate